9-(1-((6-chloro-2-(1-methyl-1H-pyrazol-4-yl)pyridin-3-yl)amino)ethyl)-4,7-dimethyl-3-(2-methylpyridin-3-yl)imidazo[1,5-a]quinazolin-5(4H)-one ClC1=CC=C(C(=N1)C=1C=NN(C1)C)NC(C)C=1C=C(C=C2C(N(C=3N(C12)C=NC3C=3C(=NC=CC3)C)C)=O)C